ClC=1SC=CC1C1=CC(=NC2=C(N=CC=C12)C1=CC=NN1)N1[C@@H](COCC1)C 4-(2-chlorothiophen-3-yl)-2-[(3R)-3-methylmorpholin-4-yl]-8-(1H-pyrazol-5-yl)-1,7-naphthyridine